ClC=1C=C2C=C(NC2=CC1C1=NC(=C(C=C1)OC)F)CNC(=O)[C@@H]1[C@H](C1)OC Trans-N-{[5-chloro-6-(6-fluoro-5-methoxy-2-pyridyl)-2-indolyl]methyl}(1S,2S)-2-methoxycyclopropanecarboxamide